2-(4-chloro-1H-pyrazol-1-yl)-1-((3R,5R,8R,9R,10S,13S,14S,15R,17S)-3-hydroxy-3,13,15-trimethylhexadecahydro-1H-cyclopenta[a]phenanthren-17-yl)ethan-1-one ClC=1C=NN(C1)CC(=O)[C@H]1C[C@H]([C@H]2[C@@H]3CC[C@@H]4C[C@](CC[C@@H]4[C@H]3CC[C@]12C)(C)O)C